3-Methyl-6-((2-methyl-5-(methylsulfonyl)phenyl)amino)-1-(tetrahydro-2H-pyran-4-yl)-1,3-dihydro-2H-imidazo[4,5-c]pyridin-2-one CN1C(N(C2=C1C=NC(=C2)NC2=C(C=CC(=C2)S(=O)(=O)C)C)C2CCOCC2)=O